ethyl 1-(8-chloronaphthalen-1-yl)-3,7-dioxaazepin-4-carboxylate ClC=1C=CC=C2C=CC=C(C12)N1COC(C=CO1)C(=O)OCC